ClC1=C(C=CC(=C1)F)B(O)O (2-chloro-4-fluorophenyl)boronic acid